P(=O)(OC1=CC=CC=C1)(OC1=CC=CC=C1)OC1=C(C=C(C=C1)C)CC diphenyl 2-ethylcresyl phosphate